6-methyl-5-(1,4-dioxa-8-azaspiro[4.5]decan-8-yl)picolinic acid CC1=C(C=CC(=N1)C(=O)O)N1CCC2(OCCO2)CC1